S1C=NN=C1C(=O)O 1,3,4-thiadiazole-5-carboxylic acid